ClC=1C=CC(=C(CN2C3=C(OCC2=O)C=CC(=C3)C(=O)NO)C1)F 4-(5-chloro-2-fluorobenzyl)-N-hydroxy-3-oxo-3,4-dihydro-2H-benzo[b][1,4]oxazine-6-carboxamide